3-chloro-4-((1S,2R)-2-(2,2-difluoroethyl)cyclopropyl)-6-(2,4-dimethoxypyrimidin-5-yl)pyridazine 9-tetracyclo[6.2.1.13,6.02,7]dodec-4-enyl-acrylate C12C3C4C=CC(C3C(C(C1)OC(C=C)=O)C2)C4.ClC=4N=NC(=CC4[C@@H]4[C@H](C4)CC(F)F)C=4C(=NC(=NC4)OC)OC